C(C)(C)(C)OC(=O)N1CC=2N=C(N=C(C2CC1)OC1=C(C=C(C=C1)F)C(F)F)CO 4-[2-(Difluoromethyl)-4-fluorophenoxy]-2-(hydroxymethyl)-5H,6H,7H,8H-pyrido[3,4-d]pyrimidine-7-carboxylic acid tert-butyl ester